2-(4-amino-6-bromo-7-methoxy-9H-pyrimido[4,5-b]indol-9-yl)acetic acid NC1=NC=NC=2N(C3=CC(=C(C=C3C21)Br)OC)CC(=O)O